(2s,4S)-N-((1s,3S)-3-(2,3-Dimethylphenyl)cyclobutyl)-N-methyl-6-oxo-7-oxa-5-azaspiro[3.4]octane-2-carboxamide CC1=C(C=CC=C1C)C1CC(C1)N(C(=O)C1CC2(C1)NC(OC2)=O)C